(1R,2S,3R,5S)-3-(4-amino-7H-pyrrolo[2,3-d]pyrimidin-7-yl)-5-(2-((R)-2-methyl-1,2,3,4-tetrahydrobenzo[b][1,8]naphthyridin-8-yl)ethyl)cyclopentane-1,2-diol NC=1C2=C(N=CN1)N(C=C2)[C@H]2[C@@H]([C@@H]([C@H](C2)CCC=2C=CC=1C(=NC=3N[C@@H](CCC3C1)C)C2)O)O